N-(2,1,3-benzothiadiazol-5-yl)-6-(trifluoromethyl)-1H-indole-3-sulphonamide N=1SN=C2C1C=CC(=C2)NS(=O)(=O)C2=CNC1=CC(=CC=C21)C(F)(F)F